tert-butyl (R)-(1-(3-fluoro-2-methyl-4-(4-((1-methyl-1H-pyrazol-3-yl)amino)-1,3,5-triazin-2-yl)phenyl)ethyl)carbamate FC=1C(=C(C=CC1C1=NC=NC(=N1)NC1=NN(C=C1)C)[C@@H](C)NC(OC(C)(C)C)=O)C